1-((S or R)-4-((1R,5S)-3,8-diazabicyclo[3.2.1]octan-3-yl)-6-chloro-8-fluoro-7-(naphthalen-1-yl)quinazolin-2-yl)-N,N-dimethyl-azetidin-3-amine [C@H]12CN(C[C@H](CC1)N2)C2=NC(=NC1=C(C(=C(C=C21)Cl)C2=CC=CC1=CC=CC=C21)F)N2CC(C2)N(C)C